O=C1NC(CCC1N1C(C2=CC(=CC(=C2C1=O)F)CN1CCN(CC1)C1=NC(=CC=C1)C1=CN=C2N1N=C(C=C2)N2[C@H](CCC2)C2=CC(=CC=C2)F)=O)=O 2-(2,6-dioxopiperidin-3-yl)-4-fluoro-6-((4-(6-(6-((R)-2-(3-fluorophenyl)pyrrolidin-1-yl)imidazo[1,2-b]pyridazin-3-yl)pyridin-2-yl)piperazin-1-yl)methyl)isoindoline-1,3-dione